3-Methyl-5-(N-phenethyl-N-(2-(4-(4-(trifluoromethyl)benzoyl)piperazin-1-yl)phenyl)sulfamoyl)benzene CC=1C=CC=C(C1)S(N(C1=C(C=CC=C1)N1CCN(CC1)C(C1=CC=C(C=C1)C(F)(F)F)=O)CCC1=CC=CC=C1)(=O)=O